CSC=1N=C(C2=C(N1)CNC2=O)N2CCOCCC2 2-methylsulfanyl-4-(1,4-oxazepan-4-yl)-6,7-dihydropyrrolo[3,4-d]pyrimidin-5-one